3-(1-Methoxycyclopropyl)pyrrolidine hydrochloride Cl.COC1(CC1)C1CNCC1